C(OC[C@]1(O[C@H]([C@@H]([C@@H]1O)O)C1=CC=C2C(=NC=NN21)N)C#N)(OC(C(F)F)(C)C)=O ((2R,3S,4R,5S)-5-(4-aminopyrrolo[2,1-f][1,2,4]triazin-7-yl)-2-cyano-3,4-dihydroxytetrahydrofuran-2-yl)methyl (1,1-difluoro-2-methylpropan-2-yl) carbonate